FC1=C(C=C(C=C1)F)C1N2C(COC1)=NC1=C2C=C(C=C1)C=1C=NC(=NC1)N1CCOCC1 4-(2,5-difluorophenyl)-7-(2-morpholinopyrimidin-5-yl)-3,4-dihydro-1H-benzo[4,5]imidazo[2,1-c][1,4]oxazine